3-((1S,2S)-2-(dimethylamino)cyclohexyl)thiourea CN([C@@H]1[C@H](CCCC1)NC(N)=S)C